C(C)(C)(C)OC(CC1(CCN(CC1)C1=C(C=C(C=C1)[N+](=O)[O-])C#N)O)=O 2-[1-(2-cyano-4-nitro-phenyl)-4-hydroxy-4-piperidinyl]acetic acid tert-butyl ester